C(CCCCCCCCC)P(O)(O)=O n-Decylphosphonic acid